CC/C=C\\C/C=C\\C[C@@H]([C@@H](/C=C/C=C/C=C\\C/C=C\\CCC(=O)[O-])O)O The molecule is a docosanoid anion that is the conjugate base of (13R,14S)-dihydroxy-(4Z,7Z,9E,11E,16Z,19Z)-docosahexaenoic acid, obtained by deprotonation of the carboxy group; major species at pH 7.3. It is a docosanoid anion, a long-chain fatty acid anion, a hydroxy fatty acid anion and a polyunsaturated fatty acid anion. It is a conjugate base of a (13R,14S)-dihydroxy-(4Z,7Z,9E,11E,16Z,19Z)-docosahexaenoic acid.